2-Chloro-4-fluoro-3-methyl-benzoic acid ClC1=C(C(=O)O)C=CC(=C1C)F